[Si](C)(C)(C(C)(C)C)OCC1=NC=CC(=C1)NC1=C(C(N(C2=NC(=CC=C12)C(F)(F)F)C1=CC=CC=C1)=O)C#N 4-((2-(((tert-butyldimethylsilyl)oxy)methyl)pyridin-4-yl)amino)-2-oxo-1-phenyl-7-(trifluoroMethyl)-1,2-dihydro-1,8-naphthyridine-3-carbonitrile